N-[(3R)-7-[(4aR,7aR)-4,4-difluoro-octahydro-1H-pyrrolo[3,4-b]pyridin-6-yl]-3,4-dihydro-2H-1-benzopyran-3-yl]-3-amino-6-methylthieno[2,3-b]pyridine-2-carboxamide FC1([C@H]2[C@@H](NCC1)CN(C2)C2=CC1=C(C[C@H](CO1)NC(=O)C1=C(C=3C(=NC(=CC3)C)S1)N)C=C2)F